(Z)-10-hydroxyoctadec-12-enoic acid OC(CCCCCCCCC(=O)O)C\C=C/CCCCC